bis(1,2-epithioethyl)disulfide C1(CS1)SSC1CS1